(3-((5-(2-Fluorophenyl)-1-(methylsulfonyl)piperidin-3-yl)oxy)phenyl)methanamine FC1=C(C=CC=C1)C1CC(CN(C1)S(=O)(=O)C)OC=1C=C(C=CC1)CN